3-butyl-2-(1-ethylpentyl)-oxazolidine C(CCC)N1C(OCC1)C(CCCC)CC